CCCCCCCCCCCCCCCCC(C)C isononadecane